BrC=1C=NC=2C=C(NC(C2C1)=O)C(F)(F)F 3-bromo-7-(trifluoromethyl)-1,6-naphthyridin-5(6H)-one